(S)-3-(3-fluorophenyl)-2-hydroxy-N-methylpropanamide FC=1C=C(C=CC1)C[C@@H](C(=O)NC)O